BrC1=CC=CC=2N(S(CC21)(=O)=O)CC2=C(C=C(C=C2)OC)OC 4-bromo-1-(2,4-dimethoxybenzyl)-1,3-dihydrobenzo[c]isothiazole 2,2-dioxide